C(C)(C)(C)OC(N(CC)CC=1N(C2=C(C(=NC=3C=C(C=CC23)Br)N)N1)CCOCC1=CC=CC=C1)=O ([4-amino-1-[2-(benzyloxy)ethyl]-7-bromo-1H-imidazo[4,5-c]quinolin-2-yl]methyl)-N-ethylcarbamic acid tert-butyl ester